CC=1C=C(C(=NC1)C1=NC=CC=N1)C(=O)N1[C@@H]2[C@@H](C[C@H](C1)C2)NC2=NC=C(C=C2)C(F)(F)F (5-methyl-2-(pyrimidin-2-yl)pyridin-3-yl)((1S,4S,6R)-6-((5-(trifluoromethyl)pyridin-2-yl)amino)-2-azabicyclo[2.2.1]heptan-2-yl)methanone